4-(5-methyl-4-(2-(3-Methylbenzylidene)hydrazinyl)-7-phenyl-5H-pyrrolo[3,2-d]pyrimidin-2-yl)morpholine CN1C=C(C=2N=C(N=C(C21)NN=CC2=CC(=CC=C2)C)N2CCOCC2)C2=CC=CC=C2